ClC1=C(C(=NC=N1)C1=CC(=C(C=O)C=C1)OC)C 4-(6-chloro-5-methylpyrimidin-4-yl)-2-methoxybenzaldehyde